Cl.Cl.C(CCCCC(OC)=N)(OC)=N dimethyl adipimidate 2HCl